4-bromo-styrene BrC1=CC=C(C=C)C=C1